COC[C@H]1N(CCC1)C1=CC=CC(=N1)C1=NC2=CC(=NC=C2C=C1)CNC(C1=CC(=C(C=C1)C)S(=O)(=O)C)=O (S)-N-((2-(6-(2-(methoxymethyl)pyrrolidin-1-yl)pyridin-2-yl)-1,6-naphthyridin-7-yl)methyl)-4-methyl-3-(methylsulfonyl)benzamide